COC([C@@H](NC(=O)OC(C)(C)C)CCC(=O)OC)=O N-Boc-L-(+)-glutamic acid dimethyl ester